1-(3-pyridyl)-4-piperidinecarboxylic acid N1=CC(=CC=C1)N1CCC(CC1)C(=O)O